1-arachidyl-2-linoleoyl-3-acetyl-glycerol C(CCCCCCCCCCCCCCCCCCC)OCC(OC(CCCCCCC\C=C/C\C=C/CCCCC)=O)COC(C)=O